(2S,4R)-4-fluoro-1-{4-oxo-4H,5H,6H,7H,8H-pyrazolo[1,5-a][1,4]diazepine-2-carbonyl}-N-[(S)-phenyl[4-(propan-2-yl)phenyl]methyl]pyrrolidine-2-carboxamide F[C@@H]1C[C@H](N(C1)C(=O)C1=NN2C(C(NCCC2)=O)=C1)C(=O)N[C@H](C1=CC=C(C=C1)C(C)C)C1=CC=CC=C1